NC=1C(=C(OC2=C(C(N(C=3N(C(N(C(C32)=O)C3CC3)=O)C3=C(C=C(C=C3)I)F)C)=O)C)C=CC1)F 5-(3-amino-2-fluorophenoxy)-3-cyclopropyl-1-(2-fluoro-4-iodophenyl)-6,8-dimethylpyrido[2,3-d]pyrimidine-2,4,7-trione